C(C)(=O)OC(=CC1=CC=CC=C1)C(=CC1=CC=CC=C1)OC(C)=O 1,4-Diphenyl-1,3-Butadiene-2,3-diol diacetate